5-(4-Methoxybenzylidene)-1,3-dimethylpyrimidine-2,4,6(1H,3H,5H)-trione COC1=CC=C(C=C2C(N(C(N(C2=O)C)=O)C)=O)C=C1